ClC=1C=C(C(=NC1)F)C1(C(CN(CC1)C(C)=O)C)F [4-(5-chloro-2-fluoropyridin-3-yl)-4-fluoro-3-methylpiperidin-1-yl]ethan-1-one